FC1(CCOCC1)CNC1=C(C=C(C=C1)S(=O)(=O)NC(C1=C(C=CC=C1)N1C2=C(OC(CC1)C)N=C1C(=C2)C=CN1)=O)[N+](=O)[O-] N-((4-(((4-fluorotetrahydro-2H-pyran-4-yl)methyl)amino)-3-nitrophenyl)sulfonyl)-2-(4-methyl-3,4-dihydro-2H-pyrrolo[3',2':5,6]pyrido[2,3-b][1,4]oxazepin-1(7H)-yl)benzamide